2-(2-chloro-3-ethyl-phenyl)-2,2-difluoro-acetic acid ClC1=C(C=CC=C1CC)C(C(=O)O)(F)F